1-[2-(2,5-difluorophenyl)ethyl]azetidin-3-amine FC1=C(C=C(C=C1)F)CCN1CC(C1)N